((1R,5S)-8-(7-(3-hydroxynaphthalen-1-yl)-2-(((S)-1-methylpyrrolidin-2-yl)methoxy)quinazolin-4-yl)-3,8-diazabicyclo[3.2.1]octan-3-yl)(1H-pyrazol-3-yl)methanone OC=1C=C(C2=CC=CC=C2C1)C1=CC=C2C(=NC(=NC2=C1)OC[C@H]1N(CCC1)C)N1[C@H]2CN(C[C@@H]1CC2)C(=O)C2=NNC=C2